6-(3-(4-([1,2,4]triazolo[1,5-a]pyridin-8-yl)-4,4-difluorobutanoyl)-3,8-diazabicyclo[3.2.1]octan-8-yl)nicotinonitrile N=1C=NN2C1C(=CC=C2)C(CCC(=O)N2CC1CCC(C2)N1C1=NC=C(C#N)C=C1)(F)F